BrC1=CC=C(C=C1)C=1C=NC=CC1 3-(4-bromophenyl)pyridine